FC(S(=O)(=O)[O-])(F)F.[K+] potassium trifluoromethane-sulfonate